O([C@H]1[C@H](O)[C@@H](O)[C@H](O)[C@H](O1)CO)C1=CC=NC2=C(C=CC=C12)O 8-Hydroxy-4-quinolinyl beta-D-glucopyranoside